4-hydroxy-N-(4-(4-methylthiazol-5-yl)benzyl)pyrrolidine-2-carboxamide hydrochloric acid salt Cl.OC1CC(NC1)C(=O)NCC1=CC=C(C=C1)C1=C(N=CS1)C